N[C@H]1CN(C[C@@H](C1)F)C(=O)C1=CC2=C(N(C(=N2)C2=CC=3C(=NC(=CC3)C=3C(=C(C=C(C3)Cl)O)C)N2CC2CC2)C)C(=C1)OC 3-(2-{5-[(3R,5R)-3-amino-5-fluoropiperidine-1-carbonyl]-7-methoxy-1-methyl-1H-1,3-benzodiazol-2-yl}-1-(cyclopropylmethyl)-1H-pyrrolo[2,3-b]pyridin-6-yl)-5-chloro-2-methylphenol